3,3'-dithiobis[sulfosuccinimidyl propionate] S(=O)(=O)(O)C(C(=O)[O-])(CSSCC(C(=O)[O-])(N1C(CCC1=O)=O)S(=O)(=O)O)N1C(CCC1=O)=O